2,8,12-triazatricyclo[7.4.0.02,6]trideca-1(9),3,5,10,12-pentaen-7-one Sodium dithionite S(=O)([O-])S(=O)[O-].[Na+].C1=2N3C=CC=C3C(NC2C=CN=C1)=O.[Na+]